N-(4-nitrophenyl)-7-octyl-N-phenyl-9H-carbazol-2-amine [N+](=O)([O-])C1=CC=C(C=C1)N(C1=CC=2NC3=CC(=CC=C3C2C=C1)CCCCCCCC)C1=CC=CC=C1